ClC1=CC=C(C=C1)C#CCOC1=C(C=C(C=C1)CCC(C(=O)N)(C(C)C)NS(=O)(=O)C)OC [2-[4-[[3-(4-chlorophenyl)-2-propyn-1-yl]oxy]-3-methoxy-phenyl]ethyl]-3-methyl-2-[(methylsulfonyl)amino]butanamide